O=C(CCCCCCC(=O)NC1=NC2=CC=CC=C2C=C1)C 8-oxo-N-quinolin-2-ylnonanamide